benzyl (R)-(2-(carbamoyloxy)-1-(4-(ethylsulfonyl) phenyl)ethyl)carbamate C(N)(=O)OC[C@@H](C1=CC=C(C=C1)S(=O)(=O)CC)NC(OCC1=CC=CC=C1)=O